COC(=O)C=1C=C(C=C(C1)C)B(O)O 3-METHOXYCARBONYL-5-METHYLPHENYLBORONIC ACID